[Na+].C(=O)C=1C=C(C=CC1O)S(=O)(=O)[O-] 3-formyl-4-hydroxybenzenesulfonic acid sodium salt